(Rac)-(4aS,9bS)-7-(trifluoromethyl)-1,2,3,4,4a,9b-hexahydrofuro[2,3-b:4,5-b']dipyridine FC(C1=CC=C2C(=N1)O[C@@H]1[C@H]2NCCC1)(F)F |r|